5-(benzofuran-2-yl)-2-ethyl-7-methylquinoxaline O1C(=CC2=C1C=CC=C2)C2=C1N=CC(=NC1=CC(=C2)C)CC